(4,6-diamino-2-(5-fluoro-1-(2-fluorobenzyl)-1H-pyrazolo[3,4-b]pyridin-3-yl)pyrimidin-5-yl)-1-methylcyclobutane-1-carboxamide NC1=NC(=NC(=C1C1C(CC1)(C(=O)N)C)N)C1=NN(C2=NC=C(C=C21)F)CC2=C(C=CC=C2)F